5-(3-(4-fluorobenzamido)propoxy)-4-methoxy-2-nitrobenzoic acid methyl ester COC(C1=C(C=C(C(=C1)OCCCNC(C1=CC=C(C=C1)F)=O)OC)[N+](=O)[O-])=O